C(C)(C)(C)N1N=CC=C1C=1C=C(C(=O)NC(CO)(C)C)C=C(C1)C1=CC=C(C=C1)Cl 3-(2-tert-butyl-pyrazol-3-yl)-5-(4-chlorophenyl)-N-(1-hydroxy-2-methylpropan-2-yl)-benzamide